C(C=C)(=O)OCCCCCC[Si](F)(F)F acryloxyhexyl-trifluorosilane